C1(=CC=CC=C1)C=1C(=C2C(=CC1)N=C1C=CC3=C4C=CC=CC4=NC3=C12)C1=NN=NC(=C1C1=C(C=CC=C1)CC1=CC=CC=2C3=CC=CC=C3NC12)C1=CC=CC=C1 phenyl-{phenyl[(carbazolyl)methylphenyl]triazineyl}indolocarbazole